C(C)N(CCO)CC1CN(C1)C1=C(C=NC2=CC=C(C=C12)C=1C(=C(C#N)C=C(C1)F)O)C1=CC(=CC(=C1)C)F 3-[4-(3-{[ethyl(2-hydroxyethyl)amino]methyl}azetidin-1-yl)-3-(3-fluoro-5-methylphenyl)quinolin-6-yl]-5-fluoro-2-hydroxybenzonitrile